2-methyl-N-(4-phenylthiazol-2-yl)benzamide CC1=C(C(=O)NC=2SC=C(N2)C2=CC=CC=C2)C=CC=C1